4-(2-methylpyridin-4-yl)-N-(4-(methylsulfonyl)phenyl)-5-((phenylthio)methyl)thiazol-2-amine CC1=NC=CC(=C1)C=1N=C(SC1CSC1=CC=CC=C1)NC1=CC=C(C=C1)S(=O)(=O)C